ClC1=NC2=NC=C(C=C2C=C1)C=C 2-chloro-6-vinyl-1,8-naphthyridine